Benzyl (S)-4-bromo-2-(2-(2-(2-(diethoxyphosphoryl)-N-methylacetamido)acetamido)-4-methoxy-4-oxobutoxy)benzoate BrC1=CC(=C(C(=O)OCC2=CC=CC=C2)C=C1)OC[C@H](CC(=O)OC)NC(CN(C(CP(=O)(OCC)OCC)=O)C)=O